FC(C1C(N(C(N1C=1N=C2N(CCOC3=C2C=CC(=C3)N3[C@@H](CCC3)C(=O)N)C1)=O)C)=O)F (2S)-1-(2-(5-difluoromethyl-3-methyl-2,4-dioxoimidazolidin-1-yl)-5,6-dihydrobenzo[f]imidazo[1,2-d][1,4]oxazepin-9-yl)pyrrolidine-2-carboxamide